OCCN(C(CO)CCO)CCO 2-[bis(2-hydroxyethyl)amino]-2-(2-hydroxyethyl)ethanol